[N+](=O)([O-])C1=C(C=CC(=C1)C(F)(F)F)N1C(COCC1)=O 4-(2-nitro-4-trifluoromethylphenyl)-morpholine-3-one